ClC=1C=CC=C2C=CN(C12)C 7-chloro-N-methylindole